phthalimidyl butyl trithiocarbonate C(SN1C(C=2C(C1=O)=CC=CC2)=O)(SCCCC)=S